C(CCCCCCC)OC([C@@H]1[C@H]([C@@H]([C@H]([C@H](O)O1)O)O)O)=O β-D-glucuronic acid octyl ester